BrC1=CC=2N=C(N=C(C2N=C1)N1C[C@@H](N(CC1)C(=O)OC(C)(C)C)CC#N)Cl tert-Butyl (S)-4-(7-bromo-2-chloropyrido[3,2-d]pyrimidin-4-yl)-2-(cyanomethyl)piperazine-1-carboxylate